3-[2-[(E,3R)-5-[3-(Benzenesulfonamido)-4-methylphenyl]-3-hydroxypent-4-enoxy]phenyl]propanoic acid C1(=CC=CC=C1)S(=O)(=O)NC=1C=C(C=CC1C)/C=C/[C@@H](CCOC1=C(C=CC=C1)CCC(=O)O)O